6-(2-Fluorophenyl)-3-(((S)-7-((R)-2-(3-fluorophenyl)piperazine-1-carbonyl)-10-hydroxy-7-aza-spiro[4.5]decan-10-yl)methyl)pyrimidin-4(3H)-one FC1=C(C=CC=C1)C1=CC(N(C=N1)C[C@@]1(CCN(CC12CCCC2)C(=O)N2[C@@H](CNCC2)C2=CC(=CC=C2)F)O)=O